[N+](=O)([O-])C1=CC=C(C(=O)O[C@H]2CN(C[C@H]2C2=CC=CC=C2)C(=O)OC(C)(C)C)C=C1 |r| racemic-tert-butyl (3R*,4R*)-3-((4-nitrobenzoyl)oxy)-4-phenylpyrrolidine-1-carboxylate